C(C=C)(=O)OCCC1OCC1 acryloyl-oxyethyloxetane